C(CCCCCCC)N1N=NC(=C1I)I 1-n-octyl-4,5-diiodo-1,2,3-triazole